(1-(5-nitropyridin-2-yl)piperidin-4-yl)morpholine [N+](=O)([O-])C=1C=CC(=NC1)N1CCC(CC1)N1CCOCC1